CO[Si](CCCNC(=S)NCCC[Si](OC)(OC)OC)(OC)OC N,N'-bis[3-(trimethoxysilyl)propyl]thiourea